1-(o-bromophenyl)-1-butanone BrC1=C(C=CC=C1)C(CCC)=O